C(=O)C1=C2C=CN(C2=C(C=C1OC)C)C(=O)OC(C)(C)C Tert-Butyl 4-formyl-5-methoxy-7-methyl-1H-indole-1-carboxylate